(Z)-2-(2,6-Dioxopiperidin-3-yl)-4-((2-(2-(4-(1-(4-hydroxyphenyl)-2-phenylbut-1-en-1-yl)phenoxy)ethoxy)ethyl)amino)isoindolin-1,3-dion O=C1NC(CCC1N1C(C2=CC=CC(=C2C1=O)NCCOCCOC1=CC=C(C=C1)\C(=C(\CC)/C1=CC=CC=C1)\C1=CC=C(C=C1)O)=O)=O